4-(2-fluoro-4-methoxyphenoxy)piperidine hydrochloride Cl.FC1=C(OC2CCNCC2)C=CC(=C1)OC